C(C)(C)(C)OC(=O)N1CCN(CC1)C1=CC=C(C=C1)B(O)O 4-(4-(tert-butoxycarbonyl)piperazin-1-yl)phenylboronic acid